C(=O)(O)CCC(=S)SC(C(=O)O)C 2-[[(2-carboxyethyl)thiocarbonyl]-thio]propionic acid